(4-(Benzyloxy)phenyl)methanamine hydrochloride Cl.C(C1=CC=CC=C1)OC1=CC=C(C=C1)CN